BrC=1C(=CSC1)N1CC(C1)C(=O)O 1-(4-bromo-3-thienyl)azetidine-3-carboxylic acid